3-((4,4-bis(octyloxy)butanoyl)oxy)-2-((((4-nitrophenoxy)carbonyl)oxy)methyl)propyl 3-butylnonanoate C(CCC)C(CC(=O)OCC(COC(CCC(OCCCCCCCC)OCCCCCCCC)=O)COC(=O)OC1=CC=C(C=C1)[N+](=O)[O-])CCCCCC